3-azido-2-methylpyridine N(=[N+]=[N-])C=1C(=NC=CC1)C